FC(COC=1C(=NC(=NC1OC)N)OC)F (2,2-difluoroethoxy)-4,6-dimethoxy-pyrimidin-2-amine